COC1=C(COC2=CC=CC=N2)C=CC(=C1)C(F)(F)F 6-((2-methoxy-4-(trifluoromethyl)benzyl)oxy)pyridin